FC(C1=C(C=NN1CC(F)(F)F)C(=O)N1[C@H](C2=C(CC1)NC=N2)C2=NN1C(C=CC=C1)=C2)F (R)-(5-(difluoromethyl)-1-(2,2,2-trifluoroethyl)-1H-pyrazol-4-yl)(4-(pyrazolo[1,5-a]pyridin-2-yl)-6,7-dihydro-1H-imidazo[4,5-c]pyridin-5(4H)-yl)methanone